8-fluoro-N-(2-methyl-4-(2,2,2-trifluoroethyl)cyclohexyl)-5,6-dihydrobenzo[f]imidazo[1,5-d][1,4]oxazepine-10-carboxamide FC1=CC(=CC=2C=3N(CCOC21)C=NC3)C(=O)NC3C(CC(CC3)CC(F)(F)F)C